(S)-5-(hydroxymethyl)-1-((2-(isopropylamino)pyridin-4-yl)methyl)-3-(4-((trifluoromethyl)thio)phenyl)imidazolidine-2,4-dione OC[C@H]1C(N(C(N1CC1=CC(=NC=C1)NC(C)C)=O)C1=CC=C(C=C1)SC(F)(F)F)=O